N(=[N+]=[N-])C=1N=C(C=2C(N1)=CN(N2)CC2=C(C=C(C=C2)Br)OC)NCCCC 5-azido-2-(4-bromo-2-methoxybenzyl)-N-butyl-2H-pyrazolo[4,3-d]pyrimidin-7-amine